ClC=1C(=C(C=CC1)CCC(C)N1C[C@@H](C([C@@H](C1)O)O)O)F (3S,4r,5R)-1-(4-(3-chloro-2-fluorophenyl)butan-2-yl)piperidine-3,4,5-triol